3,4-dibromobenzoyl-formic acid BrC=1C=C(C(=O)C(=O)O)C=CC1Br